ethyl 2-((1-methyl-4-oxo-1,4-dihydroquinolin-7-yl) amino)-1,3-thiazole-5-carboxylate CN1C=CC(C2=CC=C(C=C12)NC=1SC(=CN1)C(=O)OCC)=O